2-chloro-N-methyl-1',2',3',6'-tetrahydro-[3,4'-bipyridine]-6-carboxamide hydrochloride Cl.ClC1=NC(=CC=C1C=1CCNCC1)C(=O)NC